C(C)(C)(C)OC(=O)N[C@H](COC=1C=C(C(=C(C(=O)OC)C1)Cl)C)C methyl (S)-5-[2-(t-butoxycarbonylamino) propoxy]-2-chloro-3-methylbenzoate